C(C)(=O)OCCCCCCCC\C=C/CCCCCCCCC12C(CCC(C1(C)C)C2)C pinoleyl acetate